(1r,4r)-4-(hydroxymethyl)cyclohexane-1-carboxylic acid methyl ester COC(=O)C1CCC(CC1)CO